NCCOCCOCCOCCOCCNC1=C2C(N(C(C2=CC=C1)=O)C1C(NC(CC1)=O)=O)=O (14-amino-3,6,9,12-tetraoxatetradecyl)amino-2-(2,6-dioxopiperidin-3-yl)isoindoline-1,3-dione